tert-butyl 3-(5'-(cyclopropylcarbamoyl)-2'-methyl-[1,1'-biphenyl]-4-carbonyl)pyrrolidine-1-carboxylate C1(CC1)NC(=O)C=1C=CC(=C(C1)C1=CC=C(C=C1)C(=O)C1CN(CC1)C(=O)OC(C)(C)C)C